2-fluoro-N-(6-fluoro-8-methyl-1-isoquinolyl)-N-[(3R)-3-piperidyl]-4-[5-(trideuteriomethyl)-1,3,4-thiadiazol-2-yl]benzamide FC1=C(C(=O)N([C@H]2CNCCC2)C2=NC=CC3=CC(=CC(=C23)C)F)C=CC(=C1)C=1SC(=NN1)C([2H])([2H])[2H]